ClC1=C(C=C(OC2=C(C=C(COC3=NC(N(C(=C3)C3CNCCN3C)C)=O)C=C2)F)C=C1)C(F)(F)F 4-((4-(4-chloro-3-(trifluoromethyl)phenoxy)-3-fluorobenzyl)oxy)-1-methyl-6-(4-methylpiperazin-3-yl)pyrimidin-2(1H)-one